[S]Cl monosulfur monochloride